C(C)SC1=NC(=CC(=C1C(=O)NCC1=C(C=C(C=C1)C(F)(F)F)F)C)N1CCOCC1 2-Ethylsulfanyl-N-[[2-fluoro-4-(trifluoromethyl)-phenyl]methyl]-4-methyl-6-morpholin-4-yl-pyridine-3-carboxylic acid amide